FC1=CC=C(C(=O)N(C=2C=C(C=3N(C2)C(=CN3)C=3C=CC(=NC3)NC(OC)=O)C)C)C=C1 methyl N-[5-[6-[(4-fluorobenzoyl)-methyl-amino]-8-methyl-imidazo[1,2-a]pyridin-3-yl]-2-pyridyl]carbamate